CN1N=CC2=C1N=C1N(C2=O)CCC1 1-methyl-7,8-dihydro-1H-pyrazolo[3,4-d]pyrrolo[1,2-a]pyrimidine-4(6H)-one